(R)-N-(1-(3-methoxyphenyl)ethyl)-3-(pyridin-4-yl)-1-trityl-1,7-dihydroimidazo[4,5-f]indazole-6-carboxamide COC=1C=C(C=CC1)[C@@H](C)NC(=O)C=1NC2=C(C=C3C(=NN(C3=C2)C(C2=CC=CC=C2)(C2=CC=CC=C2)C2=CC=CC=C2)C2=CC=NC=C2)N1